C(C)OC1C=CC(N2C(C=3N(C1C2)C=C(C(C3O)=O)C(=O)NCC3=C(C=C(C=C3F)F)F)=O)C 6-ethoxy-12-hydroxy-3-methyl-1,11-dioxo-N-(2,4,6-trifluorobenzyl)-1,6,7,11-tetrahydro-3H-2,7-methanopyrido[1,2-a][1,4]diazonine-10-carboxamide